ClC=1C2=C(N=CN1)SC(=N2)C(=O)NC2CCOCC2 7-Chloro-N-tetrahydropyran-4-yl-thiazolo[5,4-d]pyrimidine-2-carboxamide